(1R,3S)-3-{5-[(1R,2R)-2-(2-formyl-3-hydroxyphenyl) cyclopropaneamido]-2H-pyrazol-3-yl}cyclopentyl N-isopropylcarbamate C(C)(C)NC(O[C@H]1C[C@H](CC1)C=1NN=C(C1)NC(=O)[C@H]1[C@@H](C1)C1=C(C(=CC=C1)O)C=O)=O